F[C@H]1CN(CC[C@H]1NC1=C2C=C(N(C2=CC=C1)CC(F)(F)F)C1=NOC(=N1)CNC(=O)C=1SC(=CC1)C1(CC1)COC)C N-{[3-(4-{[(3S,4R)-3-fluoro-1-methylpiperidin-4-yl]amino}-1-(2,2,2-trifluoroethyl)-1H-indol-2-yl)-1,2,4-oxadiazol-5-yl]methyl}-5-[1-(methoxy-methyl)cyclopropyl]thiophene-2-carboxamide